3-carbamoyl-1-(2-((2-(3-chloro-2-fluorobenzylamino)-2-oxoethyl)(cyclopropyl)amino)-2-oxoethyl)-1H-indazole-5-carboxylic acid C(N)(=O)C1=NN(C2=CC=C(C=C12)C(=O)O)CC(=O)N(C1CC1)CC(=O)NCC1=C(C(=CC=C1)Cl)F